ClC=1C=CC(=NC1)C(=O)N1CC(CC1)C1=C(C(=O)N)C=C(C=C1)OC1=C(C=CC=C1)CC 2-(1-(5-chloropyridineformyl)pyrrolidin-3-yl)-5-(2-ethylphenoxy)benzamide